FC=1C(=C(C=C(C1)C=1OC=CC1)NC1=NC=NC2=CC(=C(C=C12)OC1CCN(CC1)C(C=C)=O)OC)OC 1-(4-((4-((3-fluoro-5-(furan-2-yl)-2-methoxyphenyl)amino)-7-methoxyquinazolin-6-yl)oxy)piperidin-1-yl)prop-2-en-1-one